diamino-4,4'-dihydroxybiphenyl hydrochloride Cl.NC=1C(=C(C=CC1O)C1=CC=C(C=C1)O)N